rac-cis-8'-bromo-2-methyl-4'H-spiro[cyclopropane-1,5'-naphtho[2,1-d]isoxazol]-3'-amine BrC1=CC=C2C3(CC=4C(=NOC4C2=C1)N)C(C3)C